ClC=1C(=NC=CC1)C(=O)N1CC(CC1)C1=C(C=C(C=C1)OC1=C(C=CC=C1)C(C)C)CO (3-chloropyridin-2-yl)(3-(2-(hydroxymethyl)-4-(2-isopropylphenoxy)phenyl)pyrrolidin-1-yl)methanone